The molecule is the 1-O-allyl-5-phospho derivative of 3-deoxy-alpha-D-manno-oct-2-ulopyranosonic acid. It is an aldooctose phosphate, a monocarboxylic acid and a carbohydrate acid derivative. It derives from a 3-deoxy-alpha-D-manno-oct-2-ulopyranosonic acid. C=CCO[C@@]1(C[C@H]([C@H]([C@H](O1)[C@@H](CO)O)OP(=O)(O)O)O)C(=O)O